3-[5-nitro-3-(ethoxycarbonyl)-2-methylquinolin-4-yl]propanoic acid [N+](=O)([O-])C1=C2C(=C(C(=NC2=CC=C1)C)C(=O)OCC)CCC(=O)O